4-(4-methyl-1-((S)-tetrahydrofuran-3-yl)-1H-pyrazol-5-yl)piperidin-2-one hydrochloride Cl.CC=1C=NN(C1C1CC(NCC1)=O)[C@@H]1COCC1